C(CCCCCCCCCCCCCCCCC)OC=1C=C(C(=O)OCC(=O)O[C@@]2([C@H]([C@@H](O[C@@H]2CO)N2C(=O)N=C(NC(C3=CC=CC=C3)=O)C=C2)OC)O)C=C(C1OCCCCCCCCCCCCCCCCCC)OCCCCCCCCCCCCCCCCCC N4-benzoyl-2'-O-methylcytidine-3'-yl 2-((3,4,5-tris(octadecyloxy)benzoyl)oxy)acetate